2-(3-(2-hydroxy-2-methylpropyl)phenyl)propanal OC(CC=1C=C(C=CC1)C(C=O)C)(C)C